6-(2-oxo-2-((2-(((2R,3S,4R,5S,6S)-3,4,5-trihydroxy-6-methyltetrahydro-2H-pyran-2-yl)oxy)ethyl)amino)ethyl)-3,6,9,15,18,21-hexaazaheptacosan-27-oic acid O=C(CN(CCNCC)CCNCCCCCNCCNCCNCCCCCC(=O)O)NCCO[C@@H]1O[C@H]([C@H]([C@H]([C@@H]1O)O)O)C